BrC1=C(C(=C(C2=NN(N=C21)CC(C)C)Br)F)F 4,7-dibromo-5,6-difluoro-2-isobutyl-2H-benzo[d][1,2,3]triazole